C(CC(C(=O)[O-])(CSCC=1OC=CC1)C)C(C(=O)[O-])(CSCC=1OC=CC1)C ethane-1,2-diylbis(3-((furan-2-ylmethyl) thio)-2-methylpropionate)